ClC1=CC=C2C(=CNC2=C1OC)S(=O)(=O)NC1=C(C=C(C(=C1)F)F)F 6-chloro-7-methoxy-N-(2,4,5-trifluorophenyl)-1H-indole-3-sulfonamide